C1=CC=CC=2C3=CC=CC=C3N(C12)C1=CC=C(C=C1)C1=CC(=CC=2SC3=CC(=CC(=C3NC12)C1=CC=C(C=C1)N1C2=CC=CC=C2C=2C=CC=CC12)C(C)(C)C)C(C)(C)C 1,9-bis(4-(9H-carbazole-9-yl)phenyl)-3,7-di-tert-butyl-10H-phenothiazine